1-(4-isopropoxy-2,6-dimethylphenyl)-1H-pyrrole-2,5-dione C(C)(C)OC1=CC(=C(C(=C1)C)N1C(C=CC1=O)=O)C